pyridone acetate C(C)(=O)O.N1C(C=CC=C1)=O